4-chloro-3,5-difluoro-N-[(3S,6R)-6-{5-[2-(trifluoro-methoxy)ethoxy]-1,3,4-oxadiazol-2-yl}piperidin-3-yl]benzamide ClC1=C(C=C(C(=O)N[C@@H]2CN[C@H](CC2)C=2OC(=NN2)OCCOC(F)(F)F)C=C1F)F